4,4'-bis(beta-hydroxyethoxy)biphenyl OCCOC1=CC=C(C=C1)C1=CC=C(C=C1)OCCO